C(=O)NC1=C(C(=O)O)C=CC=C1 2-(formylamino)-benzoic acid